C(C)(C)(C)OC(C[C@@H](C(=O)N1[C@@H](CCC1)C(=O)OCC1=CC=CC=C1)NC(=O)OC(C)(C)C)=O benzyl (2S)-1-{(2S)-4-tert-butoxy-2-[(tert-butoxycarbonyl)amino]-4-oxobutanoyl}pyrrolidine-2-carboxylate